C(C)(C)(C)OC(=O)N1C(=C(C2=CC(=CC=C12)C1C(CN(CC1)C(=O)OC(C)(C)C)(F)F)C(C)C)C1=CC(=NC(=C1)C)C 5-(1-(tert-Butoxycarbonyl)-3,3-difluoropiperidin-4-yl)-2-(2,6-dimethylpyridin-4-yl)-3-isopropyl-1H-indole-1-carboxylic acid tert-butyl ester